ClC1=C(C=CC=C1)[C@@H](C)OC(=O)NC=1C(=NOC1C1=CC=C(C(=N1)C)NC(=O)[C@H]1C([C@@H]1C(=O)O)(F)F)C (1S,3S)-3-((6-(4-((((R)-1-(2-chlorophenyl)ethoxy)carbonyl)amino)-3-methylisoxazol-5-yl)-2-methylpyridin-3-yl)carbamoyl)-2,2-difluoro-cyclopropane-1-carboxylic acid